FC=1C=C2C(=C(C(NC2=CC1)=O)C(\C=C\C=1C=NC(=CC1)OCCCO)=O)C1=CC=CC=C1 6-fluoro-3-[(2E)-3-[6-(3-hydroxypropoxy)pyridin-3-yl]prop-2-enoyl]-4-phenyl-1,2-dihydroquinolin-2-one